2-Bromo-N-(2-isopropylphenyl)acrylamide BrC(C(=O)NC1=C(C=CC=C1)C(C)C)=C